3-(2-Chloro-4-fluoro-5-(3-methyl-2,6-dioxo-4-trifluoromethyl-3,6-dihydropyrimidine-1(2H)-yl)phenyl)-5-methyl-4,5-dihydroisoxazole-5-carboxylic acid ClC1=C(C=C(C(=C1)F)N1C(N(C(=CC1=O)C(F)(F)F)C)=O)C1=NOC(C1)(C(=O)O)C